Dichloropentaerythritol diphosphite OP(O)OP(O)O.ClC(O)(C(CO)(CO)CO)Cl